(1S,4r)-4-((2-(((S)-2-fluorobutyl)amino)-5-(5-(morpholinosulfonyl)pyridin-2-yl)pyrimidin-4-yl)amino)cyclohexan-1-ol trifluoroacetate salt FC(C(=O)O)(F)F.F[C@H](CNC1=NC=C(C(=N1)NC1CCC(CC1)O)C1=NC=C(C=C1)S(=O)(=O)N1CCOCC1)CC